2,5-bis(trimethylsilyl)-4-bromothiazole C[Si](C=1SC(=C(N1)Br)[Si](C)(C)C)(C)C